[N+](=O)([O-])C1=C(N)C=CC=C1N1CCCCC1 2-nitro-3-(piperidin-1-yl)aniline